Sodium 2-chloroethanesulfonate ClCCS(=O)(=O)[O-].[Na+]